acryloylbiphenyl C(C=C)(=O)C1=C(C=CC=C1)C1=CC=CC=C1